(R)-4-(3-(3-(Dimethylamino)pyrrolidin-1-carbonyl)-1-(p-tolyl)-1H-pyrazol-5-yl)benzonitril CN([C@H]1CN(CC1)C(=O)C1=NN(C(=C1)C1=CC=C(C#N)C=C1)C1=CC=C(C=C1)C)C